(6-(3-hydroxy-2-methoxypropoxy)-1-((2-(trimethylsilyl)ethoxy)methyl)-1H-pyrrolo[2,3-b]pyridin-5-yl)-4-methylbenzenesulfonamide OCC(COC1=C(C=C2C(=N1)N(C=C2)COCC[Si](C)(C)C)C2=C(C=CC(=C2)C)S(=O)(=O)N)OC